thieno[3,2-b]pyridine-3-carboxylic acid S1C=C(C2=NC=CC=C21)C(=O)O